2,6-diisopropyl-3-methylphenol C(C)(C)C1=C(C(=CC=C1C)C(C)C)O